N-(4-Methoxy-3-methylphenyl)-1-methyl-3-(1-methyl-1H-indol-2-yl)-1H-indazole-5-carboxamide COC1=C(C=C(C=C1)NC(=O)C=1C=C2C(=NN(C2=CC1)C)C=1N(C2=CC=CC=C2C1)C)C